C(C)N1C[C@@H](C[C@@H](C1)C)O (3R,5S)-1-ethyl-5-methyl-3-piperidinol